1-(1-adamantylmethyl)-4-iodo-pyrazole C12(CC3CC(CC(C1)C3)C2)CN2N=CC(=C2)I